(2R,5S)-1-(1-(4-(Trifluoromethyl)phenyl)propyl)-2,5-dimethylpiperazine hydrochloride Cl.FC(C1=CC=C(C=C1)C(CC)N1[C@@H](CN[C@H](C1)C)C)(F)F